C1(CC1)N1N=CC(=C1)[C@@]1(OCC[C@@H](C1)C1=NC2=NC(=C(N=C2C(=N1)C1=C(C=C(C=C1)F)F)C)C)[2H] 2-((2R,4S)-2-(1-cyclopropyl-1H-pyrazol-4-yl)tetrahydro-2H-pyran-4-yl-2-d)-4-(2,4-difluorophenyl)-6,7-dimethylpteridine